5-ethyl-N-[2-[4-fluoro-2-(1-tetrahydropyran-2-yl-3-vinyl-pyrazolo[3,4-c]pyridin-5-yl)phenoxy]ethyl]-4-iodo-N,2-dimethyl-pyrazole-3-carboxamide C(C)C=1C(=C(N(N1)C)C(=O)N(C)CCOC1=C(C=C(C=C1)F)C=1C=C2C(=CN1)N(N=C2C=C)C2OCCCC2)I